CC1=CC2=C(N=C(N=C2N[C@@H]2[C@H](C2)C2=CC=CC=C2)C(F)(F)F)S1 6-methyl-N-((1S,2R)-2-phenylcyclopropyl)-2-(trifluoromethyl)thieno[2,3-d]pyrimidin-4-amine